4-[(4-bromo-3-methyl-pyrazol-1-yl)methyl]-1H-triazole BrC=1C(=NN(C1)CC=1N=NNC1)C